N-(3-(3'-chloro-6-methoxy-5-((((5-oxopyrrolidin-2-yl)methyl)amino)methyl)-[2,4'-bipyridin]-2'-yl)-2-methylphenyl)-5-(((3-fluoropropyl)amino)methyl)-4-methoxypicolinamide ClC=1C(=NC=CC1C1=NC(=C(C=C1)CNCC1NC(CC1)=O)OC)C=1C(=C(C=CC1)NC(C1=NC=C(C(=C1)OC)CNCCCF)=O)C